C1(CC1)C=1N=NN(C1)[C@H](C(=O)N1[C@@H](C[C@H](C1)O)C(=O)NCC=1C=NC(=CC1)OC1=C(C=CC=C1)C(F)(F)F)C(C)(C)C (2S,4R)-1-[(2S)-2-(4-cyclopropyltriazol-1-yl)-3,3-dimethyl-butanoyl]-4-hydroxy-N-[[6-[2-(trifluoromethyl)phenoxy]-3-pyridyl]methyl]pyrrolidine-2-carboxamide